C(#N)C1=CC(=C(COC2=CC=CC(=N2)N2CCN([C@@H]3CC[C@H]23)CC2=NC3=C(N2CC2=NN(C=C2)C)C=C(C=C3)C(=O)O)C=C1)F 2-(((1R,6S)-5-(6-((4-Cyano-2-fluorobenzyl)oxy)pyridin-2-yl)-2,5-diazabicyclo[4.2.0]octan-2-yl)methyl)-1-((1-methyl-1H-pyrazol-3-yl)methyl)-1H-benzo[d]imidazole-6-carboxylic acid